2-chloro-5-(chloromethyl)thiophene ClC=1SC(=CC1)CCl